(S)-N-((S)-1-(4-(4-isopropyl-5-(8-methyl-[1,2,4]triazolo[1,5-a]pyridin-6-yl)-1H-pyrazol-3-yl)phenyl)ethyl)-N-methyl-2-(methylamino)propionamide C(C)(C)C=1C(=NNC1C=1C=C(C=2N(C1)N=CN2)C)C2=CC=C(C=C2)[C@H](C)N(C([C@H](C)NC)=O)C